(4-(6-methoxy-4-oxo-3,4-dihydrophthalazin-1-yl)benzyl)carbamic acid tert-butyl ester C(C)(C)(C)OC(NCC1=CC=C(C=C1)C1=NNC(C2=CC(=CC=C12)OC)=O)=O